4-(6-(6-((6-Methoxypyridin-3-yl)methyl)-3,6-diazabicyclo[3.1.1]heptan-3-yl)pyridin-3-yl)-6-(2-(1-hydroxyltetrahydro-2H-thiopyran-4-yl)ethoxy)pyrazolo[1,5-a]pyridine-3-carbonitrile COC1=CC=C(C=N1)CN1C2CN(CC1C2)C2=CC=C(C=N2)C=2C=1N(C=C(C2)OCCC2CCS(CC2)O)N=CC1C#N